2-Diisopropylaminoethyl acrylate C(C=C)(=O)OCCN(C(C)C)C(C)C